FC=1C=C(C=C(C1)F)C1(CC2C(N(OC2(C)C)C)C(C1)C)C 5-(3,5-Difluorophenyl)-1,3,3,5,7-pentamethyloctahydrobenzo[c]isoxazol